C1(CCC1)C=1C=C(N=NC1C1=C(C=C(C=C1)C(F)(F)F)O)NC(CNC)=O N-(5-cyclobutyl-6-(2-hydroxy-4-(trifluoromethyl)phenyl)pyridazin-3-yl)-2-(methylamino)acetamide